(R)-2-((2-ethyl-6-(6-(4-(3-hydroxypyrrolidine-1-carbonyl)piperidin-1-yl)pyridin-3-yl)imidazo[1,2-a]pyridin-3-yl)(methyl)amino)-4-(4-fluorophenyl)thiazole-5-carbonitrile C(C)C=1N=C2N(C=C(C=C2)C=2C=NC(=CC2)N2CCC(CC2)C(=O)N2C[C@@H](CC2)O)C1N(C=1SC(=C(N1)C1=CC=C(C=C1)F)C#N)C